COC1=C(C=CC(=C1)C)C=1C=CC=2C(=CN=NC2O)N1 (2-methoxy-4-methylphenyl)pyrido[2,3-d]pyridazin-5-ol